Cl.CC1(CCN(CC1)C(=O)NC1=C(C=CC=C1)N1CCN(CC1)C(C)C)C1=NC(=NO1)C(C)C 4-methyl-4-[3-(propan-2-yl)-1,2,4-oxadiazol-5-yl]-N-{2-[4-(propan-2-yl)piperazin-1-yl]phenyl}piperidine-1-carboxamide hydrochloride